C12C(C3CC(CC(C1)C3)C2)C(=O)O 2-adamantanoic acid